C(C)(C)(C)OC(=O)N1CC2=CC(=CC=C2C(C1)C)OC=1C=NC(=CC1)C(F)(F)F 4-methyl-7-((6-(trifluoromethyl)pyridin-3-yl)oxy)-3,4-dihydroisoquinoline-2(1H)-carboxylic acid tert-butyl ester